BrC1=C2C(=CN(C2=C(C=C1)C(=O)O)COCC[Si](C)(C)C)C 4-bromo-3-methyl-1-((2-(trimethylsilyl)ethoxy)methyl)-1H-indole-7-carboxylic acid